methyl-5-[[1-[2-oxo-2-[(2S)-2-cyanopyrrolidin-1-yl]ethyl]-4-piperidinyl]amino]-N-phenyl-quinoline-8-carboxamide CC1=NC2=C(C=CC(=C2C=C1)NC1CCN(CC1)CC(N1[C@@H](CCC1)C#N)=O)C(=O)NC1=CC=CC=C1